1-(1-(2-cyanoacetyl)piperidin-4-yl)-3-(cyanomethyl)azetidin C(#N)CC(=O)N1CCC(CC1)N1CC(C1)CC#N